C(C(C)C)(=O)OC1=C(C=C(C=C1)\C=C\C(=O)NCC1=CC(=CC=C1)Br)OC (E)-4-(3-((3-bromobenzyl) amino)-3-oxoprop-1-en-1-yl)-2-methoxyphenyl isobutyrate